NC1=C(OCCS(=O)(=O)O)C=CC=C1 2-(2-amino-phenoxy)ethane-1-sulfonic acid